NCCCC[C@@H](C(COC1=C(C=CC=C1F)F)=O)NC(C1=CC(=CC=C1)N1N=NC(=C1)CNC(CCCC[C@@H]1SC[C@@H]2NC(N[C@@H]21)=O)=O)=O N-((S)-7-amino-1-(2,6-difluorophenoxy)-2-oxohept-3-yl)-3-(4-((5-((3aS,4S,6aR)-2-oxohexahydro-1H-thieno[3,4-d]imidazol-4-yl)pentanoylamino)methyl)-1H-1,2,3-triazol-1-yl)benzamide